((S)-1-amino-1-oxo-3-((R)-5-oxo-4,5,6,7-tetrahydropyrazolo[1,5-a]pyrimidin-6-yl)propan-2-yl)carbamic acid tert-butyl ester C(C)(C)(C)OC(N[C@H](C(=O)N)C[C@H]1C(NC=2N(C1)N=CC2)=O)=O